3,4,5-trimethylbenzoic acid CC=1C=C(C(=O)O)C=C(C1C)C